NC=1C(=NC(=CN1)C1=C(C=C(C=C1)NC(C(O)C1=CC(=CC(=C1)F)F)=O)CC)C(=O)NCC(F)(F)F 3-amino-6-(4-(2-(3,5-difluorophenyl)-2-hydroxyacetamido)-2-ethylphenyl)-N-(2,2,2-trifluoroethyl)pyrazine-2-carboxamide